FC1=C(C(=C(C=C1C1=NN(C2=C1C=NC(=C2)N(C)C2(CCC2)COC)C)C(F)(F)F)F)O 2,6-Difluoro-3-(6-((1-(methoxymethyl)cyclobutyl)(methyl)amino)-1-methyl-1H-pyrazolo[4,3-c]pyridin-3-yl)-5-(trifluoromethyl)phenol